C(CC)C1(C(NC(N1)=O)=O)C1=CC=C(C=C1)C 5-propyl-5-(p-tolyl)imidazolidine-2,4-dione